C1(=CC=C(C=C1)C(C=1OC2=C(C1)C=CC=C2)C2=CC=C(C=C2)F)C 2-((p-tolyl)(p-fluorophenyl)methyl)benzofuran